N1CC(CC1)C1(CC1)NC(OC(C)(C)C)=O tert-butyl N-(1-pyrrolidin-3-ylcyclopropyl)carbamate